F\C(=C/CN)\CS(=O)(=O)C1=CC=CC2=C1N=C(S2)C (Z)-3-Fluoro-4-((2-methylbenzo[d]thiazol-4-yl)sulfonyl)but-2-en-1-amin